(1r,4r)-4-(dimethylcarbamoyl)cyclohexyl 4-methylbenzenesulfonate CC1=CC=C(C=C1)S(=O)(=O)OC1CCC(CC1)C(N(C)C)=O